ClC1=C(C=CC2=C1C(=N[C@H](C=1N2N=CN1)C)C1=C(C=CC=C1F)F)Cl (4S)-7,8-dichloro-6-(2,6-difluorophenyl)-4-methyl-4H-[1,2,4]triazolo[1,5-a][1,4]benzodiazepine